8,10-dimethyl-tetradecanoic acid CC(CCCCCCC(=O)O)CC(CCCC)C